N1(CCNCCC1)C1=CC=C2C=NN(C2=C1)C=1C=C(C=CC1)C 6-(1,4-diazepan-1-yl)-1-(m-tolyl)-1H-indazole